CC1(OC2=C(C1)C=C(C(=C2)N2CCC(CC2)CC(=O)NC)NC(=O)C=2C=NN1C2N=CC=C1)C N-(2,2-dimethyl-6-(4-(2-(methylamino)-2-oxoethyl)piperidin-1-yl)-2,3-dihydrobenzo-furan-5-yl)pyrazolo[1,5-a]pyrimidine-3-carboxamide